10-bromobenzo[kl]thioxanthene BrC1=CC=2C3=C4C(C=CC=C4SC2C=C1)=CC=C3